4-(((R)-4-(tert-butoxycarbonyl)piperazin-2-yl)methoxy)-2-chloro-6-((S)-3-methylmorpholino)pyrimidine-5-carboxylic acid C(C)(C)(C)OC(=O)N1C[C@@H](NCC1)COC1=NC(=NC(=C1C(=O)O)N1[C@H](COCC1)C)Cl